FC(CN1C(=NC2=NC=C(C=C21)C2=CNC=1N=C(N=CC12)NC1CC(C1)(C)C(=O)N1CCCC1)C)F ((1r,3r)-3-((5-(1-(2,2-difluoroethyl)-2-methyl-1H-imidazo[4,5-b]pyridin-6-yl)-7H-pyrrolo[2,3-d]pyrimidin-2-yl)amino)-1-methylcyclobutyl)(pyrrolidin-1-yl)methanone